CC(=CC=O)CCC=C(CC)C 3,7-dimethylnon-2,6-dienal